zinc terpyridyl zinc [Zn].N1=C(C=CC=C1)C1=NC=CC=C1C1=NC=CC=C1.[Zn]